CS(=O)(=O)OC1=C(C2=CC=CC=C2C=C1)C(=O)O 2-((methylsulfonyl)oxy)-1-naphthoic acid